3-(2-thienyl)pyrazole S1C(=CC=C1)C1=NNC=C1